FC=1C=C(C=CC1F)C1=C(C=CC(=C1)F)NC(=O)C=1C(=NN(C1)C)C(F)(F)F N-(3',4'-difluoro-5-fluorobiphenyl-2-yl)-1-methyl-3-trifluoromethyl-1H-pyrazole-4-carboxamide